3-(1-oxo-5-(7-((2-phenylpyrrolidin-1-yl)methyl)imidazo[1,5-a]pyridin-5-yl)isoindolin-2-yl)piperidine-2,6-dione O=C1N(CC2=CC(=CC=C12)C1=CC(=CC=2N1C=NC2)CN2C(CCC2)C2=CC=CC=C2)C2C(NC(CC2)=O)=O